C1(=CC=CC=C1)CCC[C@@]1(NCCC1)C(=O)O α-(3-phenyl-propyl)-proline